C(C1=CC=CC=C1)N1C[C@@H]2C([C@@H]2C1)C=C (1R,5S,6S)-3-benzyl-6-vinyl-3-azabicyclo[3.1.0]hexane